(S)-4-Nitrostyrene oxide [N+](=O)([O-])C1=CC=C([C@H]2CO2)C=C1